(1R,2S)-2-(4-fluorophenyl)cyclohexan-1-ol FC1=CC=C(C=C1)[C@H]1[C@@H](CCCC1)O